N-(bicyclo[1.1.1]pentan-1-yl)-2-methoxy-N-methylbenzenesulfonamide C12(CC(C1)C2)N(S(=O)(=O)C2=C(C=CC=C2)OC)C